[O-]S(=O)(=O)C(F)(F)F.C(C)[NH+]1C(CCC1)CC 1,2-diethylpyrrolidinium triflate